6-(2-chlorophenyl)-2-[(4-{[2-(dimethylamino)ethyl](methyl)amino}-3-methylphenyl)amino]-5-ethynyl-8-methylpyrido[2,3-d]pyrimidin-7-one ClC1=C(C=CC=C1)C1=C(C2=C(N=C(N=C2)NC2=CC(=C(C=C2)N(C)CCN(C)C)C)N(C1=O)C)C#C